5,6-dibutylamino-1,8-diazabicyclo[5.4.0]undec-7-ene C(CCC)NC1CCCN2CCCN=C2C1NCCCC